FC=1C=C(C=CC1OC)C=1N=C2N(C(C1)=O)C=C(C=C2)N([C@H]2CNCC2)C 2-(3-fluoro-4-methoxyphenyl)-7-{methyl[(3R)-pyrrolidin-3-yl]amino}-4H-pyrido[1,2-a]pyrimidin-4-one